ClC=1C=C(C=CC1C)NC(=O)[C@@H]1[C@@H](N(CCC1)C(C1=C(C=CC=C1C)F)=O)C1=CC=C(C=C1)OC1CCCC1 (2R,3S)-2-[4-(Cyclopentyloxy)phenyl]-1-(2-fluoro-6-methylbenzoyl)piperidine-3-carboxylic acid (3-chloro-4-methylphenyl)amide